(R)-N-((7-chloroquinoxalin-6-yl)methyl)-5-(difluoromethyl)-4-(pyrrolidin-3-yloxy)pyridin-3-amine ClC1=C(C=C2N=CC=NC2=C1)CNC=1C=NC=C(C1O[C@H]1CNCC1)C(F)F